C(CCC)[C@@H]1N(S(C2=C(N(C1)C1=CC=C(C=C1)F)C=C(C(=C2)O/C=C/C(=O)O)SC)(=O)=O)C (S)-(E)-3-((3-butyl-5-(4-fluorophenyl)-2-methyl-7-(methylthio)-1,1-dioxido-2,3,4,5-tetrahydro-1,2,5-benzothiadiazepin-8-yl)oxy)acrylic acid